CC=1NC(C=CN1)=O 2-methyl-6-oxopyrimidine